(2S,4R)-1-[(2S)-2-(4-cyclopropyltriazol-1-yl)-3,3-dimethyl-butanoyl]-4-hydroxy-N-[[3-(3-oxopiperazin-1-yl)sulfonylphenyl]methyl]pyrrolidine-2-carboxamide C1(CC1)C=1N=NN(C1)[C@H](C(=O)N1[C@@H](C[C@H](C1)O)C(=O)NCC1=CC(=CC=C1)S(=O)(=O)N1CC(NCC1)=O)C(C)(C)C